vinyl isododecanoate C(CCCCCCCCC(C)C)(=O)OC=C